CO\N=C(\C)/NC(C1=CC=C(C=C1)C1=NOC(=N1)C(F)(F)F)=O N-[(Z)-N-Methoxy-C-methyl-carbonimidoyl]-4-[5-(trifluoromethyl)-1,2,4-oxadiazol-3-yl]benzamide